FC1=C(C=CC=C1)N1C(=NC(=C1)C1=NC(=NC=C1C(F)(F)F)NC1CCN(CC1)S(=O)(=O)C)C 4-(1-(2-fluorophenyl)-2-methyl-1H-imidazol-4-yl)-N-(1-(methylsulfonyl)piperidin-4-yl)-5-(trifluoromethyl)pyrimidin-2-amine